N,N-diethyl-2-benzoThiazolyl-sulphenamide C(C)N(SC=1SC2=C(N1)C=CC=C2)CC